N-(4-(2-((4-(4-((4-(5-((2,6-dioxopiperidin-3-yl)oxy)pyridin-2-yl)piperidin-1-yl)methyl)piperidin-1-yl)phenyl)amino)pyrimidin-4-yl)-2-methylbenzyl)-3-isopropoxyazetidine-1-carboxamide O=C1NC(CCC1OC=1C=CC(=NC1)C1CCN(CC1)CC1CCN(CC1)C1=CC=C(C=C1)NC1=NC=CC(=N1)C1=CC(=C(CNC(=O)N2CC(C2)OC(C)C)C=C1)C)=O